dihydro-3-(octadecenyl)furan-2,5-dione C=CCCCCCCCCCCCCCCCCC1CC(=O)OC1=O